ClC=1C=C(C=C(C1)F)I 3-chloro-5-fluoroiodobenzene